CP(=O)(C)C=1C=C(C=CC1)COC=1C(=NC=C(C1)F)C=1C=C(SC1C)C(=O)OC methyl 4-(3-{[3-(dimethylphosphoryl)phenyl]methoxy}-5-fluoropyridin-2-yl)-5-methylthiophene-2-carboxylate